C(C1=CC=CC=C1)OC(=O)C1=CC=CC=2N(C(NC21)=O)C2CCC(CC2)C(NC2=CC(=C(C=C2)C)OC)=O 1-[4-[(3-methoxy-4-methyl-phenyl)carbamoyl]cyclohexyl]-2-oxo-3H-benzimidazole-4-carboxylic acid benzyl ester